(R)-4-((1S,6R)-5-((S)-2-(4-chlorophenyl)-3-(cyclopropylamino)propanoyl)-2,5-diazabicyclo[4.1.0]hept-2-yl)-5-methyl-5,8-dihydropyrido[2,3-d]pyrimidin-7(6H)-one ClC1=CC=C(C=C1)[C@H](C(=O)N1CCN([C@H]2C[C@@H]12)C=1C2=C(N=CN1)NC(C[C@H]2C)=O)CNC2CC2